Yttrium sulfat (1S,2S)-ethyl-2-(5-hydroxy-pyrazin-2-yl)-cyclopropanecarboxylate C(C)OC(=O)[C@@H]1[C@H](C1)C1=NC=C(N=C1)O.S(=O)(=O)([O-])[O-].[Y+3].S(=O)(=O)([O-])[O-].S(=O)(=O)([O-])[O-].[Y+3]